2-(6-(4-(3-(benzyloxy)-4-fluoropicolinoyl)piperazin-1-yl)-5-ethyl-2-morpholino-7-oxo-[1,2,4]triazolo[1,5-a]pyrimidin-4(7H)-yl)-N-(2-chloro-4-(trifluoromethyl)phenyl)acetamide C(C1=CC=CC=C1)OC=1C(=NC=CC1F)C(=O)N1CCN(CC1)C1=C(N(C=2N(C1=O)N=C(N2)N2CCOCC2)CC(=O)NC2=C(C=C(C=C2)C(F)(F)F)Cl)CC